C[N+]1=CN([C@H]2[C@H](O)[C@H](O)[C@@H](CO)O2)C=2N=C(NC(C12)=O)N 7-methyl-guanosine